C(C)(C)(C)C1=CC(=NC=C1)N1C2=CC=CC=C2C=2C=CC(=CC12)O 9-(4-(tert-Butyl)pyridin-2-yl)-9H-carbazol-2-ol